N-(5-(difluoromethoxy)-1H-pyrazol-3-yl)-3-((tetrahydro-2H-pyran-4-yl)methyl)-3H-imidazo[4,5-b]pyridin-5-amine FC(OC1=CC(=NN1)NC1=CC=C2C(=N1)N(C=N2)CC2CCOCC2)F